6-(((S)-(1-(1-(tert-butyl)piperidin-4-yl)-1H-1,2,3-triazol-4-yl)(2-methylpyridin-3-yl)methyl)amino)-8-chloro-4-(((R)-1-phenylpropyl)amino)quinoline-3-carbonitrile C(C)(C)(C)N1CCC(CC1)N1N=NC(=C1)[C@H](C=1C(=NC=CC1)C)NC=1C=C2C(=C(C=NC2=C(C1)Cl)C#N)N[C@H](CC)C1=CC=CC=C1